BrC1=CC(=NC=C1)O[C@@H](C)CC=C (S)-4-bromo-2-(pent-4-en-2-yloxy)pyridine